7,8-dihydro-6H-pyrimido[5,4-b][1,4]oxazin-amine N1=C(N=CC=2OCCNC21)N